C(C1=CC=CC=C1)OC1=C([N+](=CC2=C(C=CC=C12)Cl)[O-])C(=O)OC 4-(benzyloxy)-8-chloro-3-(methoxycarbonyl)isoquinoline 2-oxide